[Si](C)(C)(C(C)(C)C)N1C=C(C2=CC=CC(=C12)Cl)B(O)O 1-(TERT-BUTYLDIMETHYLSILYL)-7-CHLORO-1H-INDOL-3-YLBORONIC ACID